[Cl-].C[N+](C=CCC)(C=CCC)C dimethyl-di-n-butenyl-ammonium chloride